4-Fluoro-N-(5-fluoro-2-((2R,3R)-2-methylpiperidin-3-yl)thieno[2,3-b]pyridin-4-yl)benzo[d]thiazol-5-amine FC1=C(C=CC2=C1N=CS2)NC2=C1C(=NC=C2F)SC(=C1)[C@H]1[C@H](NCCC1)C